(2S,18S)-2,3,7,7-tetramethyl-4,10,15-trioxo-18-(pyridin-2-yldisulfaneyl)-16-oxa-8-thia-3,11,14-triazanonadecanoate C[C@@H](C(=O)[O-])N(C(CCC(SCC(NCCNC(OC[C@H](C)SSC1=NC=CC=C1)=O)=O)(C)C)=O)C